sodium butyrolactone sodium salt [Na].C1(CCCO1)=O.[Na]